ClC1=CN(C=2N=C(N=C(C21)NC2CC2)NC2=C1C=NN(C1=CC=C2)CCS(=O)(=O)C)CO [5-chloro-4-(cyclopropylamino)-2-[[1-(2-methylsulfonylethyl)indazol-4-yl]amino]pyrrolo[2,3-d]pyrimidin-7-yl]methanol